C(C)(C)(C)OC(NCC1=NC(=CC=C1)C1=CC=NN1C)=O ((6-(1-methyl-1H-pyrazol-5-yl)pyridin-2-yl)methyl)carbamic acid tert-butyl ester